tert-butyl 2-[(1-benzyloxycarbonyl-4-piperidyl)oxy]-7-azaspiro[3.5]nonane-7-carboxylate C(C1=CC=CC=C1)OC(=O)N1CCC(CC1)OC1CC2(C1)CCN(CC2)C(=O)OC(C)(C)C